COC=1C=C(C=CC1OC)C1=CC2=NC=C(C=C2N1C)C1=CC=C(C=C1)N1CCN(CC1)CCC(C)(O)C 4-(4-(4-(2-(3,4-dimethoxyphenyl)-1-methyl-1H-pyrrolo[3,2-b]pyridin-6-yl)phenyl)piperazin-1-yl)-2-methylbutan-2-ol